ClC1=CC2=C(S1)C=C(C=C2OS(=O)(=O)C(F)(F)F)COC2=C(C=CC=C2)CC(=O)OCC ethyl 2-(2-((2-chloro-4-(((trifluoromethyl)sulfonyl)oxy)benzo[b]thiophen-6-yl)methoxy)phenyl)acetate